C(C)(C)(C)OC(=O)N[C@H](C(=O)OC)CC(C(=O)OC)CC1(CCN(CC1)C(C(C)(C)C)=O)[N+](=O)[O-] Dimethyl (2S)-2-((tert-butoxycarbonyl)amino)-4-((4-nitro-1-pivaloylpiperidin-4-yl)methyl)pentanedioate